4-amino-1-((2R,5S)-3-fluoro-5-(hydroxymethyl)-2,5-dihydrofuran-2-yl)pyrimidin-2(1H)-one NC1=NC(N(C=C1)[C@@H]1O[C@@H](C=C1F)CO)=O